ClC1=CC=C(C=N1)N[C@H](C)C=1C=C(C=C2C(C(=C(OC12)C1=CC=C2C=CNC2=C1)C)=O)C 8-[(1R)-1-[(6-Chloro-3-pyridyl)amino]ethyl]-2-(1H-indol-6-yl)-3,6-dimethyl-chromen-4-one